F[C@H]1[C@H](COC1)OC1=C2C(=NC=NC2=CC(=C1)C=1C=NN(C1)C)NC1=CC2=C(N=CS2)C=C1 |r| rac-N-(5-(((3S,4R)-4-fluorotetrahydrofuran-3-yl)oxy)-7-(1-methyl-1H-pyrazol-4-yl)quinazolin-4-yl)benzo[d]thiazol-6-amine